C(CCCCCCCCC)OC(C=C)=O acrylic acid n-decyl ester